N1C=C(C2=CC=CC=C12)CCC1N(CCC=2C=C3C(=CC12)OCO3)CC=3C=NC=NC3 5-(2-(1H-indol-3-yl)ethyl)-6-(pyrimidin-5-ylmethyl)-5,6,7,8-tetrahydro-[1,3]dioxolo[4,5-g]isoquinoline